methylbis(dimethylamino)phosphine oxide CP(N(C)C)(N(C)C)=O